[2H]CC1(CC1)NS(=O)(=O)C=1C=CC=2N(C1)C=NC2 N-(1-(deuteromethyl)cyclopropyl)imidazo[1,5-a]pyridine-6-sulfonamide